C(C)[C@@H]1CC[C@H](N(C1)C(C(=O)NC=1C=C(C=NC1)C(=O)N)=O)C1=CC=CC=C1 5-[[2-[(2S,5R)-5-ethyl-2-phenyl-1-piperidyl]-2-oxo-acetyl]amino]pyridine-3-carboxamide